C(=C)C1(CCN(CC1)C(=O)OC(C)(C)C)C1=CC=NN1 Tert-Butyl 4-ethenyl-4-(1H-pyrazol-5-yl)piperidine-1-carboxylate